C(C1=CC=CC=C1)N1N=C(N=C1)C(=O)NC1C(N(C=2N(CC1)N=C(C2)CN2CC(CC2)(F)F)C)=O 1-Benzyl-N-[2-[(3,3-difluoropyrrolidin-1-yl)methyl]-4-methyl-5-oxo-7,8-dihydro-6H-pyrazolo[1,5-a][1,3]diazepin-6-yl]-1,2,4-triazol-3-carboxamid